CO[Si](C(CCN=C=O)CC)(OC)OC 3-(trimethoxysilyl)pentyl isocyanate